tert-butyl (((1S,3R)-3-((2-(2,6-dioxopiperidin-3-yl)-1-oxoisoindolin-4-yl)(pentyl)amino)cyclopentyl)methyl)carbamate O=C1NC(CCC1N1C(C2=CC=CC(=C2C1)N([C@H]1C[C@H](CC1)CNC(OC(C)(C)C)=O)CCCCC)=O)=O